BrC=1C=CC=2N(C1C#N)C=CN2 6-bromoimidazo[1,2-a]pyridine-5-carbonitrile